CNC=1N=CC(=C2C=C(N=CC12)NC(=O)C1CC1)C#CC1=CC=C(C=C1)N1C(C=CC=C1)=O N-(8-(methylamino)-5-((4-(2-oxopyridin-1(2H)-yl)phenyl)ethynyl)-2,7-naphthyridin-3-yl)cyclopropanecarboxamide